C(#N)C1CN(C1)S(=O)(=O)N1C[C@](CCC1)(F)C(=O)N1[C@H](CCC1)C(=O)NCC1=CC=C(C=C1)C(F)(F)F 1-(((3S)-1-((3-cyano-1-azetidinyl)sulfonyl)-3-fluoro-3-piperidinyl)carbonyl)-N-(4-(trifluoromethyl)benzyl)-D-prolinamide